Cl.NC1[C@H](N2CCC1CC2)N (S)-3-aminoquinuclidineamine hydrochloride